Cl.NCC=1C=C2CN(C(C2=CC1)=O)C1C(NC(CC1)=O)=O 3-(5-(aminomethyl)-1-oxoisoindol-2-yl)piperidine-2,6-dione hydrochloride